(R)-1-(3-(1-((6-(2-cyclopropyloxyethoxy)-7-methoxy-2-methylquinazolin-4-yl)Amino)ethyl)-2-fluorophenyl)-1,1-difluoro-2-methylpropan-2-ol C1(CC1)OCCOC=1C=C2C(=NC(=NC2=CC1OC)C)N[C@H](C)C=1C(=C(C=CC1)C(C(C)(O)C)(F)F)F